di(dodecyl) phosphite P(OCCCCCCCCCCCC)(OCCCCCCCCCCCC)[O-]